C(C)OC([C@@H](\C=C(\CP(=O)(O)O)/C)N)=O |r| (E)-(±)-2-Amino-4-methyl-5-phosphono-3-pentenoic acid ethyl ester